C(#N)C1=CC(=C(C(=C1)F)N1CCN(CC1)CC1=CN=C(O1)NC(=O)NCC)F 1-(5-((4-(4-cyano-2,6-difluorophenyl)piperazin-1-yl)methyl)oxazol-2-yl)-3-ethylurea